C(C1=CC=CC=C1)OC1=CC=C(C=C1)C1=NN(C=C1C1=CC=NC=C1)COCC[Si](C)(C)C 2-[[3-(4-benzyloxyphenyl)-4-(4-pyridinyl)pyrazol-1-yl]methoxy]ethyl-trimethyl-silane